N[C@H]1CC[C@@H]([C@H](C1)NC(OC(C)(C)C)=O)OC tert-butyl [(1S,2S,5S)-5-amino-2-methoxycyclohexyl]carbamate